1,3-dichloro-2-propyl alcohol ClCC(CCl)O